ClC1=C2C(=NC=C1OC=1C=NN3C1C=NC=C3)N=C(N2C)NC2=CC(=CC(=C2)C(F)(F)F)N2CCN(CC2)C 7-chloro-1-methyl-N-(3-(4-methylpiperazin-1-yl)-5-(trifluoromethyl)phenyl)-6-(pyrazolo[1,5-a]pyrazin-3-yloxy)-1H-imidazo[4,5-b]pyridin-2-amine